C(CCC(C)C)OC(CCCCCCCCCCC(=O)O)=O 12-isohexyloxy-12-oxo-dodecanoic acid